2-(2,4,5-trichlorophenoxy)-propionic acid ClC1=C(OC(C(=O)O)C)C=C(C(=C1)Cl)Cl